COC1=CC(=CC(=C1)CC1=CC=CC=C1)OC 1,3-dimethoxy-5-(phenylmethyl)benzene